2-((S)-1-[1,4]Dioxan-2-ylmethoxy)-9-[2-(1-hydroxy-cyclopentyl)-ethyl]-6,7-dihydro-pyrimido[6,1-a]isoquinolin-4-one O1[C@@H](COCC1)COC1=NC(N2C(C3=CC=C(C=C3CC2)CCC2(CCCC2)O)=C1)=O